2-phenylprop-2-yl 4-chlorodithiobenzoate ClC1=CC=C(C(=S)SC(C)(C)C2=CC=CC=C2)C=C1